C(=O)(O)[C@H](O)[C@@H](O)C(=O)O.C1(=CC=CC=C1)N(NC1=C(C=C(C=C1[N+](=O)[O-])[N+](=O)[O-])[N+](=O)[O-])C1=CC=CC=C1 2,2-diphenyl-1-(2,4,6-trinitrophenyl)hydrazine L-(+)-Tartrate